ClC1=CC=C(C=N1)CN1C(C=CC=C1)=NC(C(F)(F)F)=O N-[1-[(6-chloro-3-pyridyl)methyl]-2(1H)-pyridinylidene]-2,2,2-trifluoroacetamide